[Cl-].[Na+].P(=O)([O-])(O)O.C[NH2+]C dimethyl-ammonium phosphate Sodium chloride